1-(2,2,2-trifluoroethyl)-pseudouridine FC(CN1C=C([C@H]2[C@H](O)[C@H](O)[C@@H](CO)O2)C(NC1=O)=O)(F)F